COC=1C(=CC=2C(=C3C(=NC2C1)CCC3)N(C(=O)N)C3CCNCC3)OC 1-{6,7-dimethoxy-1H,2H,3H-cyclopenta[b]quinolin-9-yl}-1-(piperidin-4-yl)urea